C(C)(C)(C)OC(=O)N[C@H](C(=O)O)CC(=O)N1CCN(CC1)C (S)-2-((tert-butoxycarbonyl)amino)-4-(4-methylpiperazin-1-yl)-4-oxobutanoic acid